2,7-di-tert-butyl-9,9-dimethyl-xanthene C(C)(C)(C)C1=CC=2C(C3=CC(=CC=C3OC2C=C1)C(C)(C)C)(C)C